[NH2+]1C=CC=C1 azolium